C(C1=CC=CC=C1)OC1COCC2=C1OC(C1=C2C=C(S1)C1=CC=NN1C)=O 4-(benzyloxy)-8-(1-methyl-1H-pyrazol-5-yl)-3,4-dihydro-1H,6H-pyrano[4,3-b]thieno[3,2-d]pyran-6-one